4-[(2R)-3-(3,4-dihydro-1H-isoquinolin-2-yl)-2-hydroxy-propyl]-8-(1-piperidinylmethyl)-2,3-dihydro-1,4-benzoxazepin-5-one C1N(CCC2=CC=CC=C12)C[C@H](CN1CCOC2=C(C1=O)C=CC(=C2)CN2CCCCC2)O